C(C1=CC=CC=C1)(=O)ONC1=NC(=NC(=N1)NOC(C1=CC=CC=C1)=O)NOC(C1=CC=CC=C1)=O (1,3,5-triazine-2,4,6-triyltriimino) tribenzoate